indolyl-ethylene N1C(=CC2=CC=CC=C12)C=C